FCCCC(=O)F fluorobutyryl fluoride